N-(4-iodo-5-methyl-2-(2-((3-(trimethylsilyl)prop-2-yn-1-yl)oxy)ethoxy)phenyl)-N-(1-methyl-1H-pyrazolo[4,3-b]pyridin-5-yl)pent-2-ynamide IC1=CC(=C(C=C1C)N(C(C#CCC)=O)C1=CC=C2C(=N1)C=NN2C)OCCOCC#C[Si](C)(C)C